Bis(2-chloroethyl) ether ClCCOCCCl